hydroxytryptamine hydrogen oxalate C(C(=O)O)(=O)O.ONCCC1=CNC2=CC=CC=C12